((2-(2,5-dioxoimidazolidin-1-yl)ethyl)azanediyl)bis(heptane-7,1-diyl) bis(4,4-bis(((Z)-oct-5-en-1-yl)oxy)butanoate) C(CCC\C=C/CC)OC(CCC(=O)OCCCCCCCN(CCCCCCCOC(CCC(OCCCC\C=C/CC)OCCCC\C=C/CC)=O)CCN1C(NCC1=O)=O)OCCCC\C=C/CC